C[C@@H]1OC=2C=C(C=C(C2CC1)O)CCCCC (2S)-2-Methyl-7-pentyl-3,4-dihydro-2H-chromen-5-ol